ClC1=CC=C2C(=CC=NC2=C1)NCCNCC(COC1=CC=C(C=C1)C(\C=C\C1=CC(=C(C=C1)OC)OC)=O)O (E)-1-[4-[3-[2-[(7-Chloroquinolin-4-yl)amino]ethylamino]-2-hydroxypropoxy]phenyl]-3-(3,4-dimethoxyphenyl)prop-2-en-1-one